C1(CCC1)N1N=C(C(=C1)C)[N+](=O)[O-] 1-Cyclobutyl-4-methyl-3-nitro-1H-pyrazole